CS(=O)(=O)O[C@@H]1CC[C@@]2([C@H]3CC[C@@]4(C(=CC[C@H]4[C@@H]3CC=C2C1)C=1C=NC=CC1)C)C (3R,8R,9S,10R,13S,14S)-10,13-dimethyl-17-(pyridin-3-yl)-2,3,4,7,8,9,10,11,12,13,14,15-dodecahydro-1H-cyclopenta[a]phenanthren-3-yl methanesulfonate